2-bromo-1,2-diphenylethane-1-ol BrC(C(O)C1=CC=CC=C1)C1=CC=CC=C1